COC(CCCCCCCCCCCCCCC[C@H]1O[C@@]([C@@H]([C@@H]1O)O)(C#N)C1=CC=C2C(=NC=NN21)N)=O (2R,3S,4R,5R)-5-(4-Aminopyrrolo[2,1-f][1,2,4]triazin-7-yl)-5-cyano-3,4-dihydroxytetrahydrofuran-2-palmitic acid methyl ester